O=C1NCC2=CC=CC=C12 oxo-isoindolin